NC1C(C(C1(C)C)OC1=C(C(=C(C#N)C=C1)Cl)C)(C)C 4-(3-amino-2,2,4,4-tetramethyl-cyclobutoxy)-2-chloro-3-methyl-benzonitrile